(2R)-N-(4-hydroxybenzyl)-2-(2-(isoindolin-2-yl)-2-phenylacetamido)-5-((Z)-2-((2-propionamidoethyl)carbamoyl)guanidino)pentanamide 2,2,2-trifluoroacetate FC(C(=O)O)(F)F.OC1=CC=C(CNC([C@@H](CCCN\C(=N/C(NCCNC(CC)=O)=O)\N)NC(C(C2=CC=CC=C2)N2CC3=CC=CC=C3C2)=O)=O)C=C1